P(=O)(O)(O)O[C@]1([C@H]([C@@](O[C@@H]1CO)(N1C=NC=2C(=O)NC(N)=NC12)F)O)C fluoro-3'-methyl-guanosine-3'-phosphate